BrC1=CC2=C(NC1=O)N=C(S2)OCC 6-bromo-2-ethoxythiazolo[4,5-b]pyridin-5(4H)-one